C(CCC)OC1=CC(C1=C(C#N)C#N)=O 2-butoxy-3-(dicyanomethylene)-4-oxocyclobut-1-en